5-methoxy-7-vinylbenzo[d]oxazole COC=1C=C(C2=C(N=CO2)C1)C=C